CC1(CC1)OC=1C=C2C(=NNC2=CC1)C1=CC(=NC=N1)C1CCN(CC1)CC1CCN(CC1)N1C(C2=CC=CC=C2C1=O)=O [4-[[4-[6-[5-(1-methylcyclopropoxy)-1H-indazol-3-yl]pyrimidin-4-yl]-1-piperidinyl]methyl]-1-piperidinyl]isoindoline-1,3-dione